C(C)(C)(C)OC(=O)N1C[C@@H](CC1)C1=CC2=C(NC(N2C)=O)C=C1 (3S)-3-(3-methyl-2-oxo-1H-benzimidazol-5-yl)pyrrolidine-1-carboxylic acid tert-butyl ester